N-isopropylheptane-1,7-diamine C(C)(C)NCCCCCCCN